2-chloro-5-(trifluoromethoxy)aniline ClC1=C(N)C=C(C=C1)OC(F)(F)F